1,4-di-(β-sulfoethoxy)-2-butyne S(=O)(=O)(O)CCOCC#CCOCCS(=O)(=O)O